N-(6-amino-5-ethyl-3-pyridyl)-2-[(2R,5S)-2-(1H-benzimidazol-5-yl)-5-methyl-1-piperidyl]-2-oxo-acetamide NC1=C(C=C(C=N1)NC(C(=O)N1[C@H](CC[C@@H](C1)C)C1=CC2=C(NC=N2)C=C1)=O)CC